COC(C(C(=CN(C)C)C)=O)=O methyl-4-(dimethylamino)-3-methyl-2-oxobut-3-enoate